C1=NNC2=C1C=CC1=C3CCCCC3=C(N=C21)C2=CC=C(C=C2)O 4-(6,7,8,9-tetrahydro-3H-pyrazolo[4,3-c]phenanthridin-5-yl)phenol